FC1=C2C=CNC2=CC(=C1OC=1C=CC(=C(C1)B(O)O)F)F [5-[(4,6-difluoro-1H-indol-5-yl)oxy]-2-fluoro-phenyl]boronic acid